FC=1C=C2C(=NC1)N(C(=C2C=2N=C(C1=C(N2)N(C=C1)C)NC1C(C2CCC1CC2)C(=O)OC)C2=CC=CC=C2)S(=O)(=O)C2=CC=C(C)C=C2 (+/-)-trans-methyl 3-((2-(5-fluoro-2-phenyl-1-tosyl-1H-pyrrolo[2,3-b]pyridin-3-yl)-7-methyl-7H-pyrrolo[2,3-d]pyrimidin-4-yl)amino)bicyclo[2.2.2]octane-2-carboxylate